(S)-tert-butyl 4-(2-(6-chloro-5-nitro-1-oxoisoindolin-2-yl)-1-fluoroethyl)piperidine-1-carboxylate ClC1=C(C=C2CN(C(C2=C1)=O)C[C@@H](F)C1CCN(CC1)C(=O)OC(C)(C)C)[N+](=O)[O-]